N(=[N+]=[N-])C[C@@H]1[C@H]([C@H]([C@@H](O1)N1C2=NC=NC(=C2N=C1)NC(C1=CC=CC=C1)=O)F)O N-(9-((2R,3R,4R,5R)-5-(azidomethyl)-3-fluoro-4-hydroxytetrahydrofuran-2-yl)-9H-purine-6-Yl)benzamide